4-(3,4-dichlorophenyl)-1H-1,2,3-triazol ClC=1C=C(C=CC1Cl)C=1N=NNC1